BrC=1C=NC(=NC1)N1CC(C1)O 1-(5-bromopyrimidin-2-yl)azetidin-3-ol